rac-3-chloro-2-(2-fluorobenzyl)-6-((2R,3S)-2-methyloxetan-3-yl)-2,6-dihydro-7H-pyrazolo[3,4-d]pyridazin-7-one ClC=1N(N=C2C(N(N=CC21)[C@@H]2[C@H](OC2)C)=O)CC2=C(C=CC=C2)F |r|